tert-butyl N-[(3R)-4-oxo-7-[5-(1,2,2,2-tetrafluoro-1-methoxy-ethyl)-1,3,4-oxadiazol-2-yl]-5-[[4-(trifluoromethoxy)phenyl]methyl]-2,3-dihydro-1,5-benzothiazepin-3-yl]carbamate O=C1[C@H](CSC2=C(N1CC1=CC=C(C=C1)OC(F)(F)F)C=C(C=C2)C=2OC(=NN2)C(C(F)(F)F)(OC)F)NC(OC(C)(C)C)=O